N-Octyl-m-Toluidin C(CCCCCCC)NC1=CC(=CC=C1)C